2'-chloro-N-[5-(1-ethyl-1H-pyrazole-4-carbonyl)-4H,5H,6H-pyrrolo[3,4-d][1,3]thiazol-2-yl]-5'-methoxy-6-methyl-[4,4'-bipyridine]-3-carboxamide ClC1=NC=C(C(=C1)C1=C(C=NC(=C1)C)C(=O)NC=1SC2=C(N1)CN(C2)C(=O)C=2C=NN(C2)CC)OC